N-(4-(4-amino-7-cyano-3-(3-fluoro-4-((4-methylpyrimidin-2-yl)oxy)phenyl)-1-methyl-1H-pyrrolo[3,2-c]pyridin-2-yl)-3,5-difluorophenyl)methacrylamide NC1=NC=C(C2=C1C(=C(N2C)C2=C(C=C(C=C2F)NC(C(=C)C)=O)F)C2=CC(=C(C=C2)OC2=NC=CC(=N2)C)F)C#N